[C@H]12CN(C[C@H](CC1)N2)C=2C1=C(N=C(N2)OCC23CCCN3CC(C2)F)C(=C(N=C1)C1=C(C=CC=C1)OC(C)C)F 4-((1R,5S)-3,8-diazabicyclo[3.2.1]octan-3-yl)-8-fluoro-2-((2-fluorotetrahydro-1H-pyrrolizin-7a(5H)-yl)methoxy)-7-(2-isopropoxyphenyl)pyrido[4,3-d]pyrimidine